CN1C(=CC2=CC(=CC=C12)[N+](=O)[O-])C 1,2-dimethyl-5-nitroindole